4-(2-methoxyphenyl)-6-methyl-N-(6-(trifluoromethyl)thiazolo[4,5-b]pyridin-2-yl)nicotinamide COC1=C(C=CC=C1)C1=CC(=NC=C1C(=O)NC=1SC=2C(=NC=C(C2)C(F)(F)F)N1)C